(S)-2-((((9H-fluoren-9-yl)methoxy)carbonyl)amino)-4-((1-trityl-1H-imidazol-2-yl)amino)butanoic acid C1=CC=CC=2C3=CC=CC=C3C(C12)COC(=O)N[C@H](C(=O)O)CCNC=1N(C=CN1)C(C1=CC=CC=C1)(C1=CC=CC=C1)C1=CC=CC=C1